[N+](=O)([O-])CC1(C2CC3CC2C1C3)CC(=O)OCC Ethyl 2-(4-(nitromethyl)tricyclo[3.2.1.03,6]octan-4-yl)acetate